P(=O)([O-])([O-])[O-].[Ba+2].[Ti+4].P(=O)([O-])([O-])[O-] titanium barium phosphate salt